C(CCCCCCCCCCCCCCC)OC[C@@H](OC(C)=O)CO l-O-hexadecyl-2-acetyl-sn-glycerol